[Br-].FC(C=1C=C(C=CC1)[Zn+])(F)F 3-(trifluoromethyl)phenyl-zinc (II) bromide